C(C)(C)(C)OC(=O)N1C[C@H]([C@@H](CC1)NC(C(COC1=NC=CC=C1C(F)(F)F)(C)C)=O)C1=CC=CC=C1 trans-4-(2,2-dimethyl-3-((3-(trifluoromethyl)pyridin-2-yl)oxy)propanamido)-3-phenylpiperidine-1-carboxylic acid tert-butyl ester